C(C)(C)(C)OC(=O)NCCOC1=CC=C(C[C@H](N)C(=O)O)C=C1 O-[2-[[(tert-butoxy)carbonyl]amino]ethyl]-L-tyrosine